C(C)(C)(C)OC(=O)N1CCOC2=C1C=CC=C2CN2[C@@H](CN([C@H](C2)C)C2=CC(N(C1=CC=C(N=C21)C#N)C)=O)C 8-{[(2r,5s)-4-(6-cyano-1-methyl-2-oxo-1,2-dihydro-1,5-naphthyridin-4-yl)-2,5-dimethylpiperazin-1-yl]methyl}-3,4-dihydro-2H-1,4-benzoxazine-4-carboxylic acid tert-butyl ester